C(C)C1=C(C=CC=C1)C1=CC=CC=C1 ethylphenylbenzene